NC1=C2C(=NC=N1)N(N=C2C2=CC=C(C=C2)CNC(C2=C(C(=CC=C2)F)OC)=O)C2CCCC2 N-[[4-(4-amino-1-cyclopentyl-pyrazolo[3,4-d]pyrimidin-3-yl)phenyl]methyl]-3-fluoro-2-methoxybenzamide